n-tetradecyl-boric acid C(CCCCCCCCCCCCC)OB(O)O